2,2-dibromobutane BrC(C)(CC)Br